ClC1=C(C(=O)NC2=C(N=NS2)C(=O)O)C=CC=C1C(F)(F)F 5-[2-chloro-3-(trifluoromethyl)benzamido]-1,2,3-thiadiazole-4-carboxylic acid